(R)-N-(1-(3-(difluoromethyl)-2-fluorophenyl)ethyl)-2-methyl-6-(morpholinosulfonyl)pyrido[3,4-d]pyrimidin-4-amine FC(C=1C(=C(C=CC1)[C@@H](C)NC=1C2=C(N=C(N1)C)C=NC(=C2)S(=O)(=O)N2CCOCC2)F)F